6-chloro-1-(cyclopropyl-methyl)-2-iodo-1H-pyrrolo[2,3-b]pyridine ClC1=CC=C2C(=N1)N(C(=C2)I)CC2CC2